methyl-benzenesulfonic anhydride CC1=C(C=CC=C1)S(=O)(=O)OS(=O)(=O)C1=C(C=CC=C1)C